C1(CC1)C=1N=NN(C1)[C@H](C(=O)N1[C@@H](C[C@H](C1)O)C(=O)NCCNS(=O)(=O)CC1=NOC=C1)C(C)(C)C (2S,4R)-1-[(2S)-2-(4-cyclopropyltriazol-1-yl)-3,3-dimethyl-butanoyl]-4-hydroxy-N-[2-(isoxazol-3-ylmethylsulfonylamino)ethyl]pyrrolidine-2-carboxamide